tert-butyl 4-((1r,4r)-4-(4-hydroxyphenyl)cyclohexyl)piperazine-1-carboxylate OC1=CC=C(C=C1)C1CCC(CC1)N1CCN(CC1)C(=O)OC(C)(C)C